1-(5-(5-(2-fluoro-6-hydroxyphenyl)-2,2-dimethyl-3,4-dihydro-2H-pyrano[2,3-f]quinazolin-10-yl)hexahydropyrrolo[3,4-c]pyrrol-2(1H)-yl)prop-2-en-1-one FC1=C(C(=CC=C1)O)C1=C2C(=C3C(=NC=NC3=C1)N1CC3C(C1)CN(C3)C(C=C)=O)OC(CC2)(C)C